NC1=CC(=NN1CC(=O)N1C[C@@]2(CC1)C1=C(NC(O2)=O)C=CC(=C1F)Cl)C1=C(C=CC=C1)I (R)-1'-(2-(5-Amino-3-(2-iodophenyl)-1H-pyrazol-1-yl)acetyl)-6-chloro-5-fluorospiro[benzo[d][1,3]oxazine-4,3'-pyrrolidin]-2(1H)-one